ClC=1SC2=C(C1)C[C@H](CC2)NC (S)-2-chloro-N-methyl-4,5,6,7-tetrahydrobenzothiophen-5-amine